C(CC\C=C/C=C/C=C)(=O)OCC ethyl (4Z,6E)-nona-4,6,8-trienoate